The molecule is a 1-benzothiophene that is 1-benzothiophene-4,7-dione bearing additional methylthio and 3,7,11,15,19,23-hexamethyltetracosyl substituents at positions 5 and 6 respectively. Isolated from Caldariella acidophila. It has a role as a metabolite. It is a member of 1-benzothiophenes, an organic sulfide and a member of p-quinones. CC(C)CCCC(C)CCCC(C)CCCC(C)CCCC(C)CCCC(C)CCC1=C(C(=O)C2=C(C1=O)SC=C2)SC